C1(CCC1)N1CCN(CC1)C=1C(=C(C=CC1)C=1N=NNC1)F 4-(3-(4-cyclobutylpiperazin-1-yl)-2-fluorophenyl)-1H-1,2,3-triazol